1,6-Hexanedioic acid C(CCCCC(=O)O)(=O)O